benzotriazole-1-yloxytris(pyrrolidino)phosphonium hexafluorophosphate F[P-](F)(F)(F)(F)F.N1(N=NC2=C1C=CC=C2)O[P+](N2CCCC2)(N2CCCC2)N2CCCC2